ClC=1C=CC(=C(C1)C=1C(=CN=NC1)C(=O)NC=1SC(=NN1)OCC12CCC(CC1)(CC2)F)OC 5-(5-chloro-2-methoxyphenyl)-N-(5-((4-fluoro-bicyclo(2.2.2)octan-1-yl)methoxy)-1,3,4-thiadiazol-2-yl)pyridazine-4-carboxamide